FC1(C(C2=CC=CC=C2C2(OC(CC21)=O)C)=O)F 4,4-difluoro-9b-methyl-3a,9b-dihydronaphtho[1,2-b]furan-2,5(3H,4H)-dione